4-((6-chloropurin-9-yl)methyl)phenylboronic acid ClC1=C2N=CN(C2=NC=N1)CC1=CC=C(C=C1)B(O)O